FC1=C(OC2CCN(CC2)C=2N=C3C(=NC2NC2COCC2)CN(CC3)C(C)=O)C=CC(=C1)F 1-(2-(4-(2,4-difluorophenoxy)piperidin-1-yl)-3-((tetrahydrofuran-3-yl)amino)-7,8-dihydropyrido[3,4-b]pyrazin-6(5H)-yl)ethan-1-one